C1(CCCC1)CC1(CN2C(C=3C=CC(=CC13)F)=NC1=C2C=CC=C1)C(=O)[O-] 5-(cyclopentylmethyl)-3-fluoro-5,6-dihydrobenzo[4,5]imidazo[2,1-a]isoquinoline-5-carboxylate